Methyl ((1R)-1-(1-((1R,4R,5S)-2-azabicyclo[2.1.1]hexan-5-yl)-8-(2-cyanoethyl)-7-(2,3-dichlorophenyl)-6-fluoro-4-methyl-1H-pyrrolo[3,2-c]quinolin-2-yl)ethyl)carbamate [C@H]12NC[C@H]([C@@H]1N1C(=CC=3C(=NC=4C(=C(C(=CC4C31)CCC#N)C3=C(C(=CC=C3)Cl)Cl)F)C)[C@@H](C)NC(OC)=O)C2